C(C)C1=C(C=CC(=C1CC)C(C)C)O 2,3-diethyl-4-isopropylphenol